(R)-N-(1-(7-(8-ethynyl-7-fluoro-3-hydroxynaphthalen-1-yl)-8-fluoro-2-((tetrahydro-1H-pyrrolizin-7a(5H)-yl)methoxy)pyrido[4,3-d]pyrimidin-4-yl)-4,4-difluoroazepan-3-yl)acrylamide C(#C)C=1C(=CC=C2C=C(C=C(C12)C1=C(C=2N=C(N=C(C2C=N1)N1C[C@H](C(CCC1)(F)F)NC(C=C)=O)OCC12CCCN2CCC1)F)O)F